C(C=C)(=O)N1CC(=CCC1)C=1C(=NN(C1)C(C(=O)NC1=NNC(=C1)C1CC1)C)C 2-(4-(1-propenoyl-1,2,5,6-tetrahydropyridin-3-yl)-3-methyl-1H-pyrazol-1-yl)-N-(5-cyclopropyl-1H-pyrazol-3-yl)propanamide